FC=1C(=CC(=NC1)OC)C1=CC(=NN1)C(=O)N1C2(CC2)C[C@@H](CC1)C(=O)NC1CCC2(CCO2)CC1 (7R)-4-[5-(5-fluoro-2-methoxypyridin-4-yl)-1H-pyrazole-3-carbonyl]-N-[(4R,7R)-1-oxaspiro[3.5]non-7-yl]-4-azaspiro[2.5]octane-7-carboxamide